(2R)-2-(tert-butoxycarbonylamino)-3-methylsulfanyl-propanoic acid C(C)(C)(C)OC(=O)N[C@H](C(=O)O)CSC